C=1(C=CCN2C=C3C=CC=CC3=CC21)C(=O)O pyrido[1,2-b]isoquinoline-1-carboxylic acid